2-(3-oxopiperazin-1-yl)ethyl ((3S,5R,8R,9S,10S,13R,14S,17R)-14-hydroxy-10,13-dimethyl-17-(2-oxo-2H-pyran-5-yl)hexadecahydro-1H-cyclopenta[a]phenanthren-3-yl)carbamate O[C@]12[C@@H]3CC[C@@H]4C[C@H](CC[C@@]4([C@H]3CC[C@@]2([C@H](CC1)C=1C=CC(OC1)=O)C)C)NC(OCCN1CC(NCC1)=O)=O